CNC(C1=C(C=CC=C1)SC1=CC=C2C(=NN(C2=C1)C(C)=O)\C=C\C1=NC=CC=C1)=O N-methyl-2-((1-acetyl-3-((1E)-2-(2-pyridinyl)ethenyl)-1H-indazol-6-yl)thio)benzamide